(1S,3S,4S)-2-((S)-2-chloro-9-hydroxy-9H-fluorene-9-carbonyl)-N-((R)-1-cyano-2-((S)-2-oxopiperidin-3-yl)ethyl)-5,5-difluoro-2-azabicyclo[2.2.2]octane-3-carboxamide ClC1=CC=2[C@@](C3=CC=CC=C3C2C=C1)(C(=O)N1[C@@H]2CC([C@H]([C@H]1C(=O)N[C@H](C[C@H]1C(NCCC1)=O)C#N)CC2)(F)F)O